7-amino-1-(azetidin-3-yl)-3-(2-chloro-6-methyl-phenyl)-4H-pyrimido[4,5-d]pyrimidin-2-one NC1=NC=C2C(=N1)N(C(N(C2)C2=C(C=CC=C2C)Cl)=O)C2CNC2